N-[(5-cyclopropyl-6-fluoropyridin-2-yl)(phenyl)methyl]-1-[2-(4,5-dimethyl-1,3-oxazol-2-yl)acetyl]-4-fluoropyrrolidine-2-carboxamide C1(CC1)C=1C=CC(=NC1F)C(NC(=O)C1N(CC(C1)F)C(CC=1OC(=C(N1)C)C)=O)C1=CC=CC=C1